C(C)(C)(C)C1=CC(=NO1)NC(NC1=CC=C(C=C1)N1C=NC2=C1C=CC(=C2)OC(=O)N2CCOCC2)=O morpholine-4-carboxylic acid-1-{4-[3-(5-tert-butyl-isoxazol-3-yl)-ureido]-phenyl}-1H-benzimidazol-5-yl ester